C1(=CC=C(C=C1)C1=C(C(=O)O)C=CC(=C1)OCCCCCCOC(C=C)=O)C1=C(C(=O)O)C=CC(=C1)OCCCCCCOC(C=C)=O p-phenylenedi{4-[6-(acryloyloxy)hexyloxy]benzoic acid}